C(C1=CC=CC=C1)C1C2CN(CCN2C(C=2C=CC=C(S(NC=3N=C(C=C(O1)N3)C3=C(C=CC=C3C)C)(=O)=O)C2)=O)C(C)C 9-benzyl-13-(2,6-dimethylphenyl)-6-(propan-2-yl)-10-oxa-17λ6-thia-3,6,14,16,23-pentaazatetracyclo[16.3.1.111,15.03,8]tricosa-1(22),11,13,15(23),18,20-hexaene-2,17,17-trione